O1N=C(C2=C1C=CC=C2)N2CCN(CC2)CCN2C(C=1N(CC2)N=C(C1)C)=O 5-[2-(4-benzo[d]isoxazol-3-yl-piperazin-1-yl)-ethyl]-2-methyl-6,7-dihydro-5H-pyrazolo[1,5-a]pyrazin-4-one